BrC=1SC2=C(N1)CCC(C2=O)(C)C 2-bromo-6,6-dimethyl-5,6-dihydrobenzo[d]thiazol-7(4H)-one